3-((1-(5-methoxy-2-(1-methyl-1H-pyrazol-4-yl)-4-nitrophenyl)piperidin-4-yl)methyl)-3,9-diazaspiro[5.5]undecane COC=1C(=CC(=C(C1)N1CCC(CC1)CN1CCC2(CC1)CCNCC2)C=2C=NN(C2)C)[N+](=O)[O-]